CC(C(=O)O)C\C(\C)=N/O.COC(CC\C(\C)=N/O)=O (Z)-4-(hydroxyimino)-pentanoic acid methyl ester (methyl (Z)-4-(hydroxyimino)-pentanoate)